methyl 1-[(2-fluoro-4-{3-oxo-5-phenyl-5H,6H,7H-pyrrolo[2,1-c][1,2,4]triazol-2-yl} phenyl) methyl]-2-methylimidazole-4-carboxylate FC1=C(C=CC(=C1)N1N=C2N(C1=O)C(CC2)C2=CC=CC=C2)CN2C(=NC(=C2)C(=O)OC)C